N2-(2-chloro-5-methyl-4-(4-(4-methylpiperazin-1-yl)piperidin-1-yl)phenyl)pyrimidine-2,4-diamine ClC1=C(C=C(C(=C1)N1CCC(CC1)N1CCN(CC1)C)C)NC1=NC=CC(=N1)N